[O-2].[Ga+3].[Sn+4] Tin Gallium Oxide